CC1=C(C(=CC=C1)C)C1=CC(=NC=C1)[C@H](CC(=O)OC)NC(C(CC(C)C)N1C(C=CC=C1)=O)=O methyl (3S)-3-(4-(2,6-dimethylphenyl)pyridin-2-yl)-3-(4-methyl-2-(2-oxopyridin-1(2H)-yl)pentanamido)propanoate